5-(3-(((1r,4r)-4-(5-chloro-2-(difluoromethyl)nicotinamido)cyclohexyl)methyl)-2-oxo-2,3-dihydro-1H-benzo[d]imidazol-1-yl)-N-methylpicolinamide ClC=1C=NC(=C(C(=O)NC2CCC(CC2)CN2C(N(C3=C2C=CC=C3)C=3C=CC(=NC3)C(=O)NC)=O)C1)C(F)F